N1N=CC(=C1)C1CN(CCN1)C1=NC(=NC=C1)C1=CN=C2N1C=C(N=C2)Cl 3-(4-(3-(1H-pyrazol-4-yl)piperazin-1-yl)pyrimidin-2-yl)-6-chloroimidazo[1,2-a]pyrazine